ClCC=1N=C(SC1)C1=CC=C(C=C1)CN(C)C 1-(4-(4-(chloromethyl)thiazol-2-yl)phenyl)-N,N-dimethylmethylamine